ClC1=CC=C(C=C1)C1=NN(C[C@H]1C1=CC=CC=C1)C=1NC(NN1)=O 5-[(4R)-3-(4-chlorophenyl)-4-phenyl-4,5-dihydropyrazol-1-yl]-2,4-dihydro-1,2,4-triazol-3-one